C(#N)C=1C(=NC(=NC1)NC1CCN(CC1)S(=O)(=O)C1=CC=C(C=C1)C=1CCN(CC1)C(=O)OC(C)(C)C)NC1CCCC1 tert-butyl 4-(4-((4-((5-cyano-4-(cyclopentylamino) pyrimidin-2-yl) amino) piperidin-1-yl) sulfonyl) phenyl)-3,6-dihydropyridine-1(2H)-carboxylate